2-methyl-3-(4-tert-pentylphenyl)propanol CC(CO)CC1=CC=C(C=C1)C(C)(C)CC